5-fluoro-4-(9-fluoro-4-methyl-3,4-dihydro-1H-benzo[4,5]imidazo[2,1-c][1,4]oxazin-7-yl)-N-(5-((4'-methyl-[1,1'-bipiperazin]-4-yl)methyl)pyridin-2-yl)pyrimidin-2-amin FC=1C(=NC(=NC1)NC1=NC=C(C=C1)CN1CCN(CC1)N1CCN(CC1)C)C1=CC2=C(N=C3COCC(N32)C)C(=C1)F